(2-(3,6-Diazabicyclo[3.1.1]heptan-3-yl)-7-(thiazol-2-yl)benzo[d]oxazol-4-yl)(morpholino)methanone methyl-2-fluoro-4-methyl-5-(2-methylthiazole-5-carboxamido)benzoate COC(C1=C(C=C(C(=C1)NC(=O)C1=CN=C(S1)C)C)F)=O.C12CN(CC(N1)C2)C=2OC1=C(N2)C(=CC=C1C=1SC=CN1)C(=O)N1CCOCC1